6-bromo-8-fluoro-3-(5-methyl-1-(tetrahydro-2H-pyran-2-yl)-1H-imidazol-4-yl)quinoline BrC=1C=C2C=C(C=NC2=C(C1)F)C=1N=CN(C1C)C1OCCCC1